C(C)[N+](S([NH+](C(=O)OC)[O-])(=O)=O)(CC)CC 3,3,3-triethyl-1-(methoxycarbonyl)diazathian-3-ium-1-oxide 2,2-dioxide